Cl.C(C)OC(=O)C1=CC=2C(=CN=C(C2)Br)N1CCN 1-(2-aminoethyl)-5-bromo-1H-pyrrolo[2,3-c]pyridine-2-carboxylic acid ethyl ester hydrochloride